C(CCCCC(C)C)C1C(CCCC1C(=O)O)(C(=O)O)CCCCCC(C)C diisooctyl-cyclohexane-1,3-dicarboxylic acid